C(C)(C)[C@@H]1C(C[C@@H](CC1)C)(C=O)C=O (2R,5R)-2-isopropyl-5-methylcyclohexane-1,1-dicarboxaldehyde